F[P-](F)(F)(F)(F)F.C[NH3+] N-methyl-ammonium Hexafluorophosphate